C(#N)C(C[C@H]1C(NCC1)=O)NC([C@H](CC(C)(C)C)NC(CCC1=C(C=C(C=C1)Cl)Cl)=O)=O (2S)-N-(1-Cyano-2-((S)-2-oxopyrrolidin-3-yl)ethyl)-2-(3-(2,4-dichlorophenyl)propanamido)-4,4-dimethylpentanamid